mono-oleoyl glyceryl phosphate P(=O)(OC(CCCCCCC\C=C/CCCCCCCC)=O)(OCC(O)CO)[O-]